C1(CC1)C1(CCC1)N cyclopropylcyclobutan-1-amine